1-((5-Fluoropyridin-3-yl)methyl)-6-oxo-1,6-dihydropyridazine-3-carbonitrile FC=1C=C(C=NC1)CN1N=C(C=CC1=O)C#N